FC=1C=C(C(=NC1)OC)N1N=C(C(=C1C)[N+](=O)[O-])OC[C@@H](CO)C (R)-3-((1-(5-fluoro-2-methoxypyridin-3-yl)-5-methyl-4-nitro-1H-pyrazol-3-yl)oxy)-2-methylpropan-1-ol